4-trifluoromethoxy-2,3-difluorophenylboronic acid FC(OC1=C(C(=C(C=C1)B(O)O)F)F)(F)F